CC1=C(C=CC=C1)NC(NC1=CC=C(C=C1)CC(=O)O)=O 4-[(N'-2-methylphenyl)ureido]phenylacetic acid